(S)-N-(1-(quinolin-2-yl)propan-2-yl)acetamide N1=C(C=CC2=CC=CC=C12)C[C@H](C)NC(C)=O